[Br-].C[N+](CC[N+](CC)(C)C)(CC)C.[Br-] tetramethyl-N,N'-diethyl-ethylene-diammonium bromide